1-[7-[3-chloro-5-(methoxymethoxy)-2-(2-methylcyclopropyl)phenyl]-8-fluoro-2-((tetrahydro-1H-pyrrolizin-7a(5H)-yl)methoxy)pyrido[4,3-d]pyrimidin-4-yl]-3-methyl-piperidin-3-ol ClC=1C(=C(C=C(C1)OCOC)C1=C(C=2N=C(N=C(C2C=N1)N1CC(CCC1)(O)C)OCC12CCCN2CCC1)F)C1C(C1)C